ClC=1C=CC(=NC1)COC1=NN=C(S1)NC(C1=C(N=CC=C1)N1CCN(CC1)S(=O)(=O)C)=O N-(5-((5-chloropyridin-2-yl)methoxy)-1,3,4-thiadiazol-2-yl)-2-(4-(methylsulfonyl)piperazin-1-yl)nicotinamide